FC1=CC=C(OC2=C3CC[C@@H](N(C3=CC=C2C=2C=NN(C2)C2CN(CC2)C)C(=O)OC)C)C=C1 (2S)-Methyl 5-(4-fluorophenoxy)-2-methyl-6-(1-(1-methylpyrrolidin-3-yl)-1H-pyrazol-4-yl)-3,4-dihydroquinoline-1(2H)-carboxylate